tetrahydropyrrole-2-one N1C(CCC1)=O